C(CCCCC)(=O)[O-].C(CCCCC)(=O)[O-].[Te+2] tellurium dihexanate